C(N1N=CN=N1)([2H])([2H])[2H] 2-(2H3)methyl-2H-1,2,3,4-tetrazol